N-benzyl-5-bromopyrimidine-2-carboxamide C(C1=CC=CC=C1)NC(=O)C1=NC=C(C=N1)Br